1,3,3-Trimethyl-2-oxabicyclo[2.2.2]octan CC12OC(C(CC1)CC2)(C)C